5,5'-Dihydroxy-2,2'-bis(tetrahydrofuran-2-yl)-4H,4'H-[8,8'-bichromene]-4,4'-dione OC1=C2C(C=C(OC2=C(C=C1)C=1C=CC(=C2C(C=C(OC12)C1OCCC1)=O)O)C1OCCC1)=O